C(C=C)(=O)N1[C@H](CN(CC1)C1=CC(=NC=2CN(CCC12)C1=CC=CC2=CC=CC(=C12)C)C(=O)NC1=C(C=CC=C1)CN)CC#N (S)-4-(4-acryloyl-3-(cyanomethyl)piperazin-1-yl)-N-(2-(aminomethyl)phenyl)-7-(8-methylnaphthalen-1-yl)-5,6,7,8-tetrahydro-1,7-naphthyridine-2-carboxamide